C(#N)C(C(=O)O)=CC1=CC=CC=C1 alpha-cyano-cinnamic acid